3-(2,8-Dimethylimidazo[1,2-a]pyridin-6-yl)-5-fluoro-7-(1,2,3,6-tetrahydropyridin-4-yl)cinnoline CC=1N=C2N(C=C(C=C2C)C=2N=NC3=CC(=CC(=C3C2)F)C=2CCNCC2)C1